5-(rac-2-(2-chlorophenyl)-5-methylpyrrolidin-1-yl)-N-((R,E)-4-(methylsulfonyl)but-3-en-2-yl)pyrazine-2-carboxamide ClC1=C(C=CC=C1)C1N(C(CC1)C)C=1N=CC(=NC1)C(=O)N[C@H](C)\C=C\S(=O)(=O)C